5-((2,4-dichloro-5-isopropoxyphenyl)-amino)-5-oxopentanoic acid ClC1=C(C=C(C(=C1)Cl)OC(C)C)NC(CCCC(=O)O)=O